[Ni].NC1=CC=C(C=N1)C=CC(=O)N 3-(6-aminopyridin-3-yl)acrylamide nickel